1-(2-benzyloxy-2-oxo-ethyl)azetidine-3-carboxylic acid tert-butyl ester C(C)(C)(C)OC(=O)C1CN(C1)CC(=O)OCC1=CC=CC=C1